4-(3-(methylcarbamoyl)-7-(trifluoromethyl)thieno[3,2-b]pyridin-5-yl)piperidine-1-carboxylic acid isopropoxyethyl ester C(C)(C)OCCOC(=O)N1CCC(CC1)C1=CC(=C2C(=N1)C(=CS2)C(NC)=O)C(F)(F)F